Cl.N1[C@@H](CCC1)COC=1C=NC=CC1C1=C(C2=NC=CC=C2N1)C1=CC(=CC=C1)C(F)(F)F 2-(3-{[(2S)-pyrrolidin-2-yl]methoxy}pyridin-4-yl)-3-[3-(trifluoromethyl)phenyl]-1H-pyrrolo[3,2-b]pyridine hydrogen chloride